N-(6-bromopyridin-2-yl)acrylamide BrC1=CC=CC(=N1)NC(C=C)=O